1,4-phenyleneether C12=CC=C(C=C1)O2